7-((2-amino-3-chloropyridin-4-yl)thio)-2-((1S,6R,7R)-7-(aminomethyl)-7-(2-fluorophenyl)-3-azabicyclo[4.1.0]heptan-3-yl)-4H-pyrido[1,2-a]pyrimidin-4-one NC1=NC=CC(=C1Cl)SC=1C=CC=2N(C(C=C(N2)N2C[C@@H]3[C@]([C@@H]3CC2)(C2=C(C=CC=C2)F)CN)=O)C1